The molecule is a dipeptide that is the N-acetyl derivative of carnosine. It has a role as a metabolite. It derives from a carnosine. CC(=O)NCCC(=O)N[C@@H](CC1=CN=CN1)C(=O)O